2-((1-methylpiperidin-4-yl)oxy)-5-(pyridin-2-yl)pyrazine CN1CCC(CC1)OC1=NC=C(N=C1)C1=NC=CC=C1